Ethyl 3-((S)-1-((tert-butoxycarbonyl)amino)-2-methylpropyl)-4,5-dihydroisoxazole-5-carboxylate C(C)(C)(C)OC(=O)N[C@@H](C(C)C)C1=NOC(C1)C(=O)OCC